3-bromo-N-(2-fluoroethyl)-4-nitroaniline BrC=1C=C(NCCF)C=CC1[N+](=O)[O-]